C1(=CC=CC=C1)N(C1=CC=CC=C1)[Al](CC)CC (diphenylamino)(diethyl)aluminum